trans-4-(6-methoxy-3-pyridinyl)-pyrrolidine-3-carboxylic acid COC1=CC=C(C=N1)[C@H]1[C@@H](CNC1)C(=O)O